4-(6-methoxyimidazo[1,5-a]pyridin-7-yl)-6-methylnicotinic acid COC=1C(=CC=2N(C1)C=NC2)C2=CC(=NC=C2C(=O)O)C